NC1=C(C=C(C=N1)C=1C=C2N(N1)CCC21CN(CC1)C(=O)N[C@@H](C)C=1C=NN(C1C)C)C(F)(F)F 2'-[6-amino-5-(trifluoromethyl)pyridin-3-yl]-N-[(1S)-1-(1,5-dimethyl-1H-pyrazol-4-yl)ethyl]-5',6'-dihydrospiro[pyrrolidine-3,4'-pyrrolo[1,2-b]pyrazole]-1-carboxamide